tert-butyl 3-(4-fluorothiophen-3-yl)azetidine-1-carboxylate FC=1C(=CSC1)C1CN(C1)C(=O)OC(C)(C)C